4-((4-fluoro-3-chlorophenyl)amino)-6-chloro-1H-indole-2-carboxylic acid ethyl ester C(C)OC(=O)C=1NC2=CC(=CC(=C2C1)NC1=CC(=C(C=C1)F)Cl)Cl